(R)-5-(2-(hydroxymethyl)pyrrolidine-1-carbonyl)-1-isobutyl-3-methyl-6-(naphthalen-1-ylmethyl)-1,6-dihydro-2H-pyrrolo[3,4-d]pyrimidine-2,4(3H)-dione OC[C@@H]1N(CCC1)C(=O)C=1N(C=C2N(C(N(C(C21)=O)C)=O)CC(C)C)CC2=CC=CC1=CC=CC=C21